[N+](=O)([O-])C1=CC=C(C=C1)C=1CCN(CC1)C(=O)[O-] 4-(4-Nitrophenyl)-3,6-dihydropyridine-1(2H)-carboxylate